(R)-8-cyclopentyl-7-ethyl-2-{[6-methoxy-1-(piperidin-1-ylsulfonyl)indol-5-yl]amino}-5-methyl-7,8-dihydropterin C1(CCCC1)N1C(CN(C=2C(N[C@](NC12)(N)NC=1C=C2C=CN(C2=CC1OC)S(=O)(=O)N1CCCCC1)=O)C)CC